4-(2,5-diazabicyclo[2.2.2]octan-2-yl)-7-(2-fluoro-5-methylphenyl)-1-(2-Isopropyl-4-methylpyridin-3-yl)-2-oxo-1,2-dihydropyrido[2,3-d]pyrimidine-6-carbonitrile C12N(CC(NC1)CC2)C=2C1=C(N(C(N2)=O)C=2C(=NC=CC2C)C(C)C)N=C(C(=C1)C#N)C1=C(C=CC(=C1)C)F